N-8-quinoline-sulfonyl-1,2-ethanediamine N1=CC=CC2=CC=CC(=C12)S(=O)(=O)NCCN